C1(=CC=CC=C1)S(=O)(=O)N1C(=CC=2C=NC=CC21)[C@@H](C)NC(=O)[C@H]2N[C@H]1C[C@]1(C2)C (1S,3S,5S)-N-[(1R)-1-[1-(benzenesulfonyl)pyrrolo[3,2-c]pyridin-2-yl]ethyl]-5-methyl-2-azabicyclo[3.1.0]hexane-3-carboxamide